tert-butyl-4-(6-oxo-1,6-dihydropyridazin-3-yl)piperazine-1-carboxylate C(C)(C)(C)OC(=O)N1CCN(CC1)C1=NNC(C=C1)=O